C(CCCCCCC\C=C/CCCCCCCC)(=O)OC[C@@H]([C@H](CC)C(=O)N1C(=NCC1)NC=1C(=C2N=CC=NC2=CC1)Br)CC1=CN=CN1C (2R,3S)-3-(2-((5-bromoquinoxalin-6-yl)amino)-4,5-dihydro-1H-imidazole-1-carbonyl)-2-((1-methyl-1H-imidazol-5-yl)methyl)pentyl oleate